C1(CC1)C([C@@H](C(=O)NC1=NC(=C(C=C1)C=1C=NC=CC1C(F)F)F)NC(=O)C=1N(N=CC1)C(C)C)C1CC1 N-[(1S)-1-(dicyclopropylmethyl)-2-[[5-[4-(difluoromethyl)-3-pyridyl]-6-fluoro-2-pyridyl]amino]-2-oxo-ethyl]-2-isopropyl-pyrazole-3-carboxamide